3-([1,1'-biphenyl]-4-yloxy)-5-iodo-N,N-dimethylaniline C1(=CC=C(C=C1)OC=1C=C(N(C)C)C=C(C1)I)C1=CC=CC=C1